O=C1NC(=C(C=C1C(=O)N)C1=CC=C(C=C1)CN1C(COCC1)C=1C=NC=CC1)C(F)(F)F 2-oxo-5-(4-((3-(pyridin-3-yl)morpholino)methyl)phenyl)-6-(trifluoromethyl)-1,2-dihydropyridine-3-carboxamide